ethyl 5-methyl-2-[2-oxo-4-(2,2,3,3,16-pentamethyl-4,7,10,13-tetraoxa-16-aza-3-silaoctadecan-18-yl)pyridin-1-yl]hexanoate CC(CCC(C(=O)OCC)N1C(C=C(C=C1)CCN(CCOCCOCCOCCO[Si](C(C)(C)C)(C)C)C)=O)C